di((Z)-non-2-en-1-yl) 8,8'-((3-((tert-butoxycarbonyl)amino) propyl)azanediyl)bis(7-((tert-butyldimethylsilyl)oxy)octanoate) C(C)(C)(C)OC(=O)NCCCN(CC(CCCCCC(=O)OC\C=C/CCCCCC)O[Si](C)(C)C(C)(C)C)CC(CCCCCC(=O)OC\C=C/CCCCCC)O[Si](C)(C)C(C)(C)C